N-(2-chloro-3-(3'-chloro-6-methoxy-5-((((5-oxopyrrolidin-2-yl)methyl)amino)methyl)-[2,4'-bipyridin]-2'-yl)phenyl)-1-methyl-4,5,6,7-tetrahydro-1H-imidazo[4,5-c]pyridine-2-carboxamide ClC1=C(C=CC=C1C1=NC=CC(=C1Cl)C1=NC(=C(C=C1)CNCC1NC(CC1)=O)OC)NC(=O)C=1N(C2=C(CNCC2)N1)C